N[C@@H](C(=O)O)CCCCCCCC (R)-2-Aminodecanoic acid